bis[4-(4-maleimidophenoxy)phenyl]sulfoxide C1(C=CC(N1C1=CC=C(OC2=CC=C(C=C2)S(=O)C2=CC=C(C=C2)OC2=CC=C(C=C2)N2C(C=CC2=O)=O)C=C1)=O)=O